C(C1=CC=CC=C1)OC1=CC=CC(=N1)[C@@]12CCN(C[C@H]2C1)CC1=NC2=C(N1C[C@H]1OCC1)C=C(C=C2)C(=O)O 2-(((1S,6R)-6-(6-(benzyloxy)pyridin-2-yl)-3-azabicyclo[4.1.0]heptan-3-yl)methyl)-1-(((S)-oxetan-2-yl)methyl)-1H-benzo[d]imidazole-6-carboxylic acid